COC1(CCN(CC1)C1=NC=CC=N1)C(=O)N1CCOC2=C(C1)C=NC=C2C#N 4-(4-methoxy-1-pyrimidin-2-yl-piperidine-4-carbonyl)-3,5-dihydro-2H-pyrido[3,4-f][1,4]oxazepine-9-carbonitrile